N(=C=O)CCSC (2-Isocyanatoethyl)(methyl)sulfane